(S)-4-((4-chlorophenyl)sulfonamido)-N-(3,3-dimethylbutan-2-yl)-3-(5-(methoxymethyl)pyridin-3-yl)-1-methyl-1H-pyrazole-5-carboxamide ClC1=CC=C(C=C1)S(=O)(=O)NC=1C(=NN(C1C(=O)N[C@@H](C)C(C)(C)C)C)C=1C=NC=C(C1)COC